spiro[1,3,3a,4,6,6a-hexahydropentalene-5,2'-1,3-dioxolane]-2-one O1C2(OCC1)CC1CC(CC1C2)=O